CN1C(C(=C(C=C1)N[C@@H]1C[C@@H](CN(C1)C)C1=CC=C(C(=O)N2CCC3(CC2)CCC(CC3)C3=CC=C(C=C3)C3C(NC(CC3)=O)=O)C=C1)C)=O 3-[4-[3-[4-[(3R,5R)-5-[(1,3-dimethyl-2-oxo-4-pyridyl)amino]-1-methyl-3-piperidyl]benzoyl]-3-azaspiro[5.5]undecan-9-yl]phenyl]piperidine-2,6-dione